O=C1N(CCN1)CCOC1=C(C2=CC=CC=C2C=C1)C=O 2-(2-(2-oxoimidazolidin-1-yl)ethoxy)-1-naphthaldehyde